(4,5-Dibenzo[h][1,6]naphthyridin-2-yl)-2-methylquinolin-4-amine N1=C(C=CC2=CN=C3C(=C12)C=CC=C3)C3(CC(=NC1=CC=CC(=C31)C3=NC1=C2C(=NC=C1C=C3)C=CC=C2)C)N